2'-ethoxy-5-({5-ethyl-2-[2-(trifluoromethyl)-1,3-thiazole-4-carbonyl]-2-azaspiro[3.3]heptan-6-yl}oxy)-N-[(3R)-1-methylpyrrolidin-3-yl][2,3'-bipyridine]-6-carboxamide C(C)OC1=NC=CC=C1C1=NC(=C(C=C1)OC1C(C2(CN(C2)C(=O)C=2N=C(SC2)C(F)(F)F)C1)CC)C(=O)N[C@H]1CN(CC1)C